ClC1=CC(=CC=C1)\C=C\S(=O)(=O)C1=CC=CC=C1 (E)-1-chloro-3-(2-(benzenesulfonyl)vinyl)benzene